3-amino-4-(2-methoxyethoxy)-5-methylphenyl-amine NC=1C=C(C=C(C1OCCOC)C)N